FC1CN(C1)C(=O)C=1N=C2N(N1)[C@@H](C[C@H]2F)C2=CC=CC=C2 |r| (3-fluoroazetidin-1-yl)-[rac-(5S,7R)-7-fluoro-5-phenyl-6,7-dihydro-5H-pyrrolo[1,2-b][1,2,4]triazol-2-yl]methanone